tert-butyl N-[4-chloro-5-(4,4-difluorocyclohexyl)pyridin-2-yl]carbamate ClC1=CC(=NC=C1C1CCC(CC1)(F)F)NC(OC(C)(C)C)=O